ClC=1C=C2C=NN(C2=CC1C1CCN(CC1)C1(COC1)C)C=1C=NN(C1)C12CC(C1)(C2)COC 5-chloro-1-(1-(3-(methoxymethyl)bicyclo[1.1.1]pentan-1-yl)-1H-pyrazol-4-yl)-6-(1-(3-methyloxetan-3-yl)piperidin-4-yl)-1H-indazole